C(C1=CC=CC=C1)C1(CC2C(CN(C2)CC(O)C2=C(C=C(C=C2)Cl)Cl)C1)O 5-benzyl-2-(2-(2,4-dichlorophenyl)-2-hydroxyethyl)octahydro-cyclopenta[c]pyrrol-5-ol